N,N-dimethyl-octyl-amine CN(C)CCCCCCCC